C(C)C1=NC=C(C=O)C=C1 6-ethyl-nicotinaldehyde